tert-butyl (4S,7S)-2-[7-[2,4-difluoro-6-(2-methoxyethoxy) phenyl]-4-hydroxy-thieno[3,2-c]pyridin-6-yl]-4,7-dimethyl-6,7-dihydro-4H-pyrazolo[1,5-a]pyrazine-5-carboxylate FC1=C(C(=CC(=C1)F)OCCOC)C=1C2=C(C(=NC1C1=NN3C([C@@H](N(C[C@@H]3C)C(=O)OC(C)(C)C)C)=C1)O)C=CS2